4-((6-iodo-8-cyclopentyl-7-oxo-7,8-dihydropyrido[2,3-d]pyrimidin-2-yl)amino)piperidine-1-carboxylic acid tert-butyl ester C(C)(C)(C)OC(=O)N1CCC(CC1)NC=1N=CC2=C(N1)N(C(C(=C2)I)=O)C2CCCC2